[N+](=O)([O-])C1=CC(=C(C(=O)NN)C=C1)N1CCC2(CC2)CC1 4-nitro-2-(6-azaspiro[2.5]octane-6-yl)benzoyl-hydrazine